N1CCC(CC1)CCCN1C[C@H]2N(C=3C(=NN=C(C3)C3=C(C=CC=C3)O)NC2)CC1 (S)-2-(8-(3-(piperidin-4-yl)propyl)-6,6a,7,8,9,10-hexahydro-5H-pyrazino[1',2':4,5]pyrazino[2,3-c]pyridazin-2-yl)phenol